(R)-5-(4-chloro-2-fluorophenyl)-2,3-dimethyl-7-(2-(6-(2,2,2-trifluoroethoxy)pyridin-3-yl)morpholino)pyrido[4,3-d]pyrimidin-4(3H)-one ClC1=CC(=C(C=C1)C1=NC(=CC=2N=C(N(C(C21)=O)C)C)N2C[C@H](OCC2)C=2C=NC(=CC2)OCC(F)(F)F)F